CN1N=C(C(=C1)C1=C2CCNC(C2=CC(=C1)CN1C(=NC=C1)C)=O)C 5-(1,3-dimethyl-1H-pyrazol-4-yl)-7-((2-methyl-1H-imidazol-1-yl)methyl)-3,4-dihydroisoquinolin-1(2H)-one